CN(CCC1=CC=C(C=C1)C1=CC[C@@H](CN1C(=O)OC(C)(C)C)C)C tert-butyl (3S)-6-[4-[2-(dimethylamino)ethyl]phenyl]-3-methyl-3,4-dihydro-2H-pyridine-1-carboxylate